(1-Methyl-2-nitro-1H-imidazol-5-yl)methyl (4-nitrophenyl) carbonate C(OCC1=CN=C(N1C)[N+](=O)[O-])(OC1=CC=C(C=C1)[N+](=O)[O-])=O